NC=1C=C(C=CC1N)N1C=2N(C(C=C1C)=O)N=C(C2N2CCCCC2)C2=CC=CC=C2 (3,4-diaminophenyl)-5-methyl-2-phenyl-3-(piperidin-1-yl)pyrazolo[1,5-a]Pyrimidin-7(4H)-one